C(C)(C)(C)OC(=O)N1CCC(CC1)OC=1C=C(C(C(=O)OC)=CC1)C(=O)OC Dimethyl 4-((1-(tert-butoxycarbonyl)piperidin-4-yl)oxy)phthalate